3-(3-(2,4-dioxotetrahydropyrimidin-1(2H)-yl)-4-(methoxy-d3)benzoyl)-3-azaspiro[5.5]undecane-9-carbaldehyde O=C1N(CCC(N1)=O)C=1C=C(C(=O)N2CCC3(CC2)CCC(CC3)C=O)C=CC1OC([2H])([2H])[2H]